C(#N)CCC(C1=CC(=CC=C1)C(N[C@H]1CC(OC2=CC=CC=C12)(C)C)=O)N1C(NC(CC1=O)(CC)CC)=[NH2+] [1-[3-cyano-1-[3-[[(4S)-2,2-dimethylchroman-4-yl]carbamoyl]phenyl]propyl]-4,4-diethyl-6-oxo-hexahydropyrimidin-2-ylidene]ammonium